2-(7-amino-2-ethyl-2-(4-fluorophenyl)-naphtho[2,3-d][1,3]dioxol-6-yl)propan-2-ol NC=1C(=CC2=CC3=C(OC(O3)(C3=CC=C(C=C3)F)CC)C=C2C1)C(C)(C)O